2-(1-ethoxyvinyl)-4-((6-nitropyridin-3-yl)oxy)pyridine C(C)OC(=C)C1=NC=CC(=C1)OC=1C=NC(=CC1)[N+](=O)[O-]